C(C=C)(=O)C=1OC=CC1 acryloylfuran